(R)-(2-fluoro-2-(4-methyl-1-oxo-1,3-dihydroisobenzofuran-5-yl)ethyl)carbamic acid tert-butyl ester C(C)(C)(C)OC(NC[C@@H](C=1C(=C2COC(C2=CC1)=O)C)F)=O